OC1(CCC1)C1=NC2=CC=CC=C2C=C1 2-(1-hydroxycyclobutyl)quinolin